(1-Benzylpiperidin-4-yl)-4-(4-phenylpiperazin-1-yl)pyridazin-3(2H)-one hydrochloride Cl.C(C1=CC=CC=C1)N1CCC(CC1)N1N=CC=C(C1=O)N1CCN(CC1)C1=CC=CC=C1